CN(C)CC1=C2C3(CN(C(C2=CC(=C1)CN1C(=NC=C1)NC)=O)[C@@H](C)C1=NC=C(C(=C1)OCC)F)CCCC3 (S)-5'-((dimethyl-amino)methyl)-2'-(1-(4-ethoxy-5-fluoropyridine-2-yl)ethyl)-7'-((2-(methylamino)-1H-imidazol-1-yl)methyl)-2',3'-dihydro-1'H-spiro[cyclopentan-1,4'-isoquinoline]-1'-one